[5-[3-[2-[[4-(dimethylcarbamoyl)cyclohexyl]amino]-1,3-benzothiazol-7-yl]phenyl]-2-furyl]phosphonic acid CN(C(=O)C1CCC(CC1)NC=1SC2=C(N1)C=CC=C2C=2C=C(C=CC2)C2=CC=C(O2)P(O)(O)=O)C